methylaminotitanium CN[Ti]